5-(1-ethoxyvinyl)-3-(1-piperidyl)-1,2,4-thiadiazole C(C)OC(=C)C1=NC(=NS1)N1CCCCC1